4-methoxyimino-1-[(2'-methyl-1,1'-biphenyl-4-yl)carbonyl]-proline CON=C1C[C@H](N(C1)C(=O)C1=CC=C(C=C1)C1=C(C=CC=C1)C)C(=O)O